C(C)(C)(C)OC(=O)N([C@H]1CN(CCC1)C(=O)OCC1=CC=CC=C1)C1CCN(CC1)C benzyl (R)-3-((tert-butoxycarbonyl)(1-methylpiperidin-4-yl)amino)piperidine-1-carboxylate